BrC=1C=2N(N=C(C1)Cl)C(=C(N2)C)F 8-bromo-6-chloro-3-fluoro-2-methylimidazo[1,2-b]pyridazine